2-((1-(4,7-dimethyl-5-oxo-3-phenyl-4,5-dihydropyrazolo[1,5-a]quinazolin-9-yl)ethyl)amino)benzoic acid CN1C=2N(C3=C(C=C(C=C3C1=O)C)C(C)NC1=C(C(=O)O)C=CC=C1)N=CC2C2=CC=CC=C2